C1(CC1)COC=1C=C(C=CC1)C=1C(=CC(=C(C1)NC(=O)C1=CNC(C=C1C(F)(F)F)=O)N1C[C@H](N([C@H](C1)C)C)C)F |r| N-[5-[3-(cyclopropylmethoxy)phenyl]-4-fluoro-2-[rac-(3R,5S)-3,4,5-trimethylpiperazin-1-yl]phenyl]-6-oxo-4-(trifluoromethyl)-1H-pyridine-3-carboxamide